1-[rac-(4aR,8aS)-4-[6-[2-hydroxy-6-methyl-4-(trifluoromethyl)phenyl]pyridazin-3-yl]-3,4a,5,7,8,8a-hexahydro-2H-pyrido[4,3-b][1,4]oxazin-6-yl]ethanone OC1=C(C(=CC(=C1)C(F)(F)F)C)C1=CC=C(N=N1)N1[C@H]2[C@@H](OCC1)CCN(C2)C(C)=O |r|